4-(4-bromobenzyl)-1-(t-butoxycarbonyl)piperidine-4-carboxylic acid BrC1=CC=C(CC2(CCN(CC2)C(=O)OC(C)(C)C)C(=O)O)C=C1